7-chloro-1-(phenylsulfonyl)-1,5-dihydro-4H-pyrrolo[2,3-d]pyridazin-4-one ClC1=NNC(C2=C1N(C=C2)S(=O)(=O)C2=CC=CC=C2)=O